2-amino-6-chloro-3,5-difluorobenzoic acid NC1=C(C(=O)O)C(=C(C=C1F)F)Cl